[Ce].P(=O)(=O)[La] phospholanthanum cerium